C=CC=C 1,3-Butanediene